C(N)(=O)N(CCOC=1C(=NON1)C(NC1C2=CC(=CC=C2C1)F)=NO)CCO 4-{2-[Carbamoyl(2-hydroxyethyl)amino]ethoxy}-N-(4-fluorobicyclo[4.2.0]octa-1,3,5-trien-7-yl)-N'-hydroxy-1,2,5-oxadiazol-3-carboximidamid